4'-methyl-chalcone CC1=CC=C(C(/C=C/C2=CC=CC=C2)=O)C=C1